BrC1=C(C=CC=2C(C3=CC=CC=C3C(C12)=O)=O)Br 1,2-dibromo-9,10-anthracenedione